ClC1=C(C=NC2=C(C=C(C=C12)C(F)(F)F)C(F)(F)F)C#N 4-chloro-6,8-bis(trifluoromethyl)quinoline-3-carbonitrile